ClC1=CC(=C(C=C1F)N1CCC(CC1)C1=CC(=C(C=C1F)N1C(C2=CC=CC=C2C1=O)=O)OC)F 2-(4-(1-(4-chloro-2,5-difluorophenyl)piperidin-4-yl)-5-fluoro-2-methoxyphenyl)isoindoline-1,3-dione